ClC1=C(C(=CC=C1Cl)OCOC)[C@H]1C[C@H](CN1C(=O)OC(C)(C)C)C(=O)OC 1-(tert-butyl) 3-methyl (3R,5R)-5-(2,3-dichloro-6-(methoxymethoxy)phenyl)pyrrolidine-1,3-dicarboxylate